ClCC(C)(C)P(C(C)(C)C)C1=CC=C(C=C1)N(C)C chloro[(4-(N,N-dimethylamino)phenyl)]Di-tert-butylphosphine